4-[4-(2-methoxy-4-methylphenoxy)piperidin-1-yl]-1-methyl-2-oxo-1,2-dihydroquinoline-3-carbonitrile COC1=C(OC2CCN(CC2)C2=C(C(N(C3=CC=CC=C23)C)=O)C#N)C=CC(=C1)C